4-[4-(4-fluorophenyl)-2-(4-methylsulfinyl-phenyl)-1H-imidazole-5-yl]pyridine FC1=CC=C(C=C1)C=1N=C(NC1C1=CC=NC=C1)C1=CC=C(C=C1)S(=O)C